N,N'-dibenzylethylenediamine diacetic acid C(C)(=O)O.C(C)(=O)O.C(C1=CC=CC=C1)NCCNCC1=CC=CC=C1